tert-Butyl 3-amino-5-(fluoromethyl)piperidine-1-carboxylate NC1CN(CC(C1)CF)C(=O)OC(C)(C)C